C(C)NC(=O)C1=CC(=C(N1)C(=O)NC)O[C@H](CCC)C1=CC=CC=C1 |r| Racemic-N5-ethyl-N2-methyl-3-(1-phenylbutoxy)-1H-pyrrole-2,5-dicarboxamide